6-bromo-5-fluoro-2-iodo-1-(phenylsulfonyl)-1H-indole BrC1=C(C=C2C=C(N(C2=C1)S(=O)(=O)C1=CC=CC=C1)I)F